N-{[3-(4-{[(3S,4R)-3-fluoro-1-methylpiperidin-4-yl]amino}-1-(2,2,2-trifluoroethyl)-1H-indol-2-yl)-1,2,4-oxadiazol-5-yl]methyl}-1-[(1R,2R)-2-fluorocyclopentyl]-1H-pyrazole-4-carboxamide F[C@H]1CN(CC[C@H]1NC1=C2C=C(N(C2=CC=C1)CC(F)(F)F)C1=NOC(=N1)CNC(=O)C=1C=NN(C1)[C@H]1[C@@H](CCC1)F)C